bis(2-(5-methoxy-1H-indol-3-yl)ethan-1-aminium) (2E)-but-2-enedioate C(\C=C\C(=O)[O-])(=O)[O-].COC=1C=C2C(=CNC2=CC1)CC[NH3+].COC=1C=C2C(=CNC2=CC1)CC[NH3+]